4-(((2-(trifluoromethyl)pyridin-4-yl)oxy)methyl)piperidine-1-carboxylic acid tert-butyl ester C(C)(C)(C)OC(=O)N1CCC(CC1)COC1=CC(=NC=C1)C(F)(F)F